17α-PROPIONATE CCC(=O)OC1(CCC2C1(CCC3C2CCC4=CC(=O)CCC34C)C)C(=O)CO